3-(1-oxo-5-(((3R,6S)-6-propylpiperidin-3-yl)oxy)isoindolin-2-yl)piperidine-2,6-dione O=C1N(CC2=CC(=CC=C12)O[C@H]1CN[C@H](CC1)CCC)C1C(NC(CC1)=O)=O